Benzylamine Hydroiodide I.C(C1=CC=CC=C1)N